3-bromo-2-(4-nitrophenyl)pyrazolo[1,5-a]pyrazin-4-amine BrC=1C(=NN2C1C(=NC=C2)N)C2=CC=C(C=C2)[N+](=O)[O-]